C(C)(C)(C)P([C@H](C)[C-]1C(=CC=C1)PC1=CC=CC=C1)C(C)(C)C.[CH-]1C=CC=C1.[Fe+2] (R)-1-[(R)-1-(di-tert-butylphosphino)ethyl]-2-[(R)-phenylphosphino]ferrocene